7-hydroxy-3-(4-hydroxyphenyl)-4-benzopyrone OC1=CC2=C(C(C(=CO2)C2=CC=C(C=C2)O)=O)C=C1